N-(N-((allyloxy)carbonyl)-N-methyl-L-leucyl)-N-(2-cyclohexylethyl)glycine C(C=C)OC(=O)N([C@@H](CC(C)C)C(=O)N(CC(=O)O)CCC1CCCCC1)C